COC1=CC(=CC2=C1N=CN2)C(=O)O 7-methoxy-benzimidazole-5-carboxylic acid